N-((1S)-1-cyclohexyl-2-((2-((R)-4-ethyl-2-oxoimidazolidin-1-yl)-2-(methylcarbamoyl)-2,3-dihydro-1H-inden-5-yl)amino)-2-oxoethyl)-1-methyl-1H-pyrazole-5-carboxamide C1(CCCCC1)[C@@H](C(=O)NC=1C=C2CC(CC2=CC1)(C(NC)=O)N1C(N[C@@H](C1)CC)=O)NC(=O)C1=CC=NN1C